Br.C(C)NCC Diethylamine HBr salt